1,3,3,5,7-pentamethyl-5-(5-methylthiophen-2-yl)octahydrobenzo[c]isoxazole CN1OC(C2C1C(CC(C2)(C=2SC(=CC2)C)C)C)(C)C